C(C)(=O)OC1=C(CCCC2=C1C=CC(=C2)C(=O)OC)C2=CCC(CC2)C Methyl 9-acetoxy-8-(4-methylcyclohex-1-en-1-yl)-6,7-dihydro-5H-benzo[7]annulene-3-carboxylate